C1(CC1)OC=1C=C(C=NC1)S(=O)(=O)N 5-cyclopropoxypyridine-3-sulfonamide